racemic-3-[6-chloro-3-[3-(trifluoromethyl)phenoxy]pyridazine-4-yl]-5-[(2,4-dimethylphenyl)methyl]-5,6-dihydro-4H-1,2,4-oxadiazine ClC1=CC(=C(N=N1)OC1=CC(=CC=C1)C(F)(F)F)C1=NOC[C@H](N1)CC1=C(C=C(C=C1)C)C |r|